NC=1C(=C(C=CC1)C1=C(C(=NC=C1)C1N(CCC2=C1N=C(N2C)C(=O)N)C)Cl)C (4-(3-amino-2-methylphenyl)-3-chloropyridin-2-yl)-1,5-dimethyl-4,5,6,7-tetrahydro-1H-imidazo[4,5-c]pyridine-2-carboxamide